(2S,11aR)-6-(2,2-Difluoropropoxy)-7-fluoro-2-hydroxy-8-methyl-2,3,11,11a-tetrahydro-1H,5H-benzo[f]pyrrolo[2,1-c][1,4]oxazepin-5-one FC(COC1=C(C(=CC2=C1C(N1[C@@H](CO2)C[C@@H](C1)O)=O)C)F)(C)F